methyl 3-(9-((4-(((tert-butoxycarbonyl)amino)methyl)-2-methylphenyl)carbamoyl)-4,5-dihydrobenzo[b]thieno[2,3-d]oxepin-8-yl)-6-(isobutylcarbamoyl)picolinate C(C)(C)(C)OC(=O)NCC1=CC(=C(C=C1)NC(=O)C1=CC2=C(OCCC3=C2SC=C3)C=C1C=1C(=NC(=CC1)C(NCC(C)C)=O)C(=O)OC)C